CC=1C=C(C=C(C1)C)NC1=NC2=CC(=C(C=C2C(N1)=O)OC)OC 2-((3,5-dimethylphenyl)amino)-6,7-dimethoxyquinazoline-4(3H)-One